COC(=O)C1=CC(=CN1C)C1=CC=C(C=C1)NC(=O)C1=CC(=CN1C)NC(CCCCC(=O)O)=O 6-((5-((4-(5-(Methoxycarbonyl)-1-methyl-1H-pyrrol-3-yl)phenyl)carbamoyl)-1-methyl-1H-pyrrol-3-yl)amino)-6-oxohexanoic acid